2-(2-chloropyridin-3-yl)-1-(6,7-difluoro-5-(4,4,5,5-tetramethyl-1,3,2-dioxaborolan-2-yl)indolin-1-yl)ethan-1-one ClC1=NC=CC=C1CC(=O)N1CCC2=CC(=C(C(=C12)F)F)B1OC(C(O1)(C)C)(C)C